OC1CC(CNC1)C(=O)OCC ethyl 5-hydroxypiperidine-3-carboxylate